CC1(OB(OC1(C)C)C=1C=C(C=CC1)C1CS(C1)(=O)=O)C 3-[3-(4,4,5,5-tetramethyl-1,3,2-dioxaborolan-2-yl)phenyl]thietane 1,1-dioxide